OC[C@@H](CC(C)(C)C)NC1C2CN(CC1C2)C(=O)OC(C)(C)C tert-butyl 6-[[(1R)-1-(hydroxymethyl)-3,3-dimethyl-butyl]amino]-3-azabicyclo[3.1.1]heptane-3-carboxylate